[C@H]1(CC[C@@]12OCCCC2)N2N=CC(=C2)C=2C(=C(C=CC2)NC2=CC(=NC=C2C(=O)N)NC(=O)C2CC2)OC 4-((3-(1-((1R,4R)-5-oxaspiro[3.5]nonan-1-yl)-1H-pyrazol-4-yl)-2-methoxyphenyl)amino)-6-(cyclopropanecarboxamido)nicotinamide